2-(3-methoxyphenoxy)-N-methylethan-1-amine COC=1C=C(OCCNC)C=CC1